FC1=C(C=CC=C1)[C@]1([C@@H]2CCN(C[C@H]12)C1=CN=C2C(=N1)NN=C2N2CC1(C3=NC=CC=C32)CCC1)CN ((1S,6R,7R)-7-(2-fluorophenyl)-3-(3-(spiro[cyclobutane-1,3'-pyrrolo[3,2-b]pyridin]-1'(2'H)-yl)-1H-pyrazolo[3,4-b]pyrazin-6-yl)-3-azabicyclo[4.1.0]heptan-7-yl)methanamine